sodium pyridine salt N1=CC=CC=C1.[Na]